CC=1C=C(OC2=CC=C(C=C2)NC(OCC=2C(=C3C(N(CC3=CC2)C2C(NC(CC2)=O)=O)=O)OC)=O)C=CC1 [2-(2,6-dioxopiperidin-3-yl)-4-methoxy-3-oxo-2,3-dihydro-1H-isoindol-5-yl]methyl N-[4-(3-methylphenoxy)phenyl]carbamate